Potassium persulphate persulphate S(=O)(=O)([O-])OOS(=O)(=O)O.S(=O)(=O)(O)OOS(=O)(=O)O.[K+]